NC=1C2=C(N=CN1)N(C=C2)[C@H]2[C@@H]([C@@]([C@H](O2)COC2=CC=C1C=CC(=NC1=C2)NC)(O)C)O (2R,3S,4R,5R)-5-(4-amino-7H-pyrrolo[2,3-d]pyrimidin-7-yl)-3-methyl-2-(((2-(methylamino)quinolin-7-yl)oxy)methyl)tetrahydrofuran-3,4-diol